Tert-Butyl 4-[4-[[3-carbamoyl-6-(4-methylpiperazin-1-yl)pyrazin-2-yl]amino]phenyl]piperidine-1-carboxylate C(N)(=O)C=1C(=NC(=CN1)N1CCN(CC1)C)NC1=CC=C(C=C1)C1CCN(CC1)C(=O)OC(C)(C)C